3α-hydroxy-5β-pregnan-20-one formate C(=O)O.O[C@H]1C[C@H]2CC[C@H]3[C@@H]4CC[C@H](C(C)=O)[C@]4(CC[C@@H]3[C@]2(CC1)C)C